5-bromo-3-oxo-2,3-dihydrothieno[3,2-b]furan-2-carboxylic acid methyl ester COC(=O)C1C(C2=C(O1)C=C(S2)Br)=O